2-(1-cyclopropylethyl)-6-(1-(ethylsulfanyl)ethyl)phenol C1(CC1)C(C)C1=C(C(=CC=C1)C(C)SCC)O